(S or R)-1-((3-(2-(5-fluoro-thiophen-2-yl)ethyl)-1-(2-(6-methylpyridin-3-yl)propan-2-yl)pyrrolidin-3-yl)methyl)piperazine FC1=CC=C(S1)CC[C@@]1(CN(CC1)C(C)(C)C=1C=NC(=CC1)C)CN1CCNCC1 |o1:8|